2-(2-(dimethylamino)ethyl)-N4-pyridin-2-yl-N6-thiophen-2-ylmethyl-1,3,5-triazine-2,4,6-triamine CN(CCC1(NC(=NC(=N1)NC1=NC=CC=C1)NCC=1SC=CC1)N)C